(2,6-dihydroxy-5'-methyl-4-pentyl-1',2',3',4'-tetrahydro-[1,1'-biphenyl]-3-yl)((S)-2-methylaziridin-1-yl)methanone OC1=C(C(=CC(=C1C(=O)[N@@]1C(C1)C)CCCCC)O)C1CCCC(=C1)C